N(=NC(C(=N)N1CCCC1)(C)C)C(C(N1CCCC1)=N)(C)C azobis(1-imino-1-pyrrolidinyl-2-methylpropane)